COC=1C=C2C(=CC=NC2=CC1)NC1=CC(=CC(=C1)OC1COCC1)OC 6-Methoxy-N-(3-methoxy-5-((tetrahydrofuran-3-yl)oxy)phenyl)quinolin-4-amine